CN1N=CC(=C1COC1OCCCC1)C1=CC=C(C=N1)O[C@@H]1C[C@H](CCC1)C(=O)OC(C)C Isopropyl (1S,3S)-3-((6-(1-methyl-5-(((tetrahydro-2H-pyran-2-yl)oxy)methyl)-1H-pyrazol-4-yl)pyridin-3-yl)oxy)cyclohexane-1-carboxylate